1-(allyloxy)-3-propylbenzene C(C=C)OC1=CC(=CC=C1)CCC